C(C1=CC=CC=C1)OCC[C@@H]1CC[C@H](CC1)C=CCCNC([O-])=O (trans-4-(2-(benzyloxy)ethyl)cyclohexyl)but-3-enylcarbamate